C12(CC(C1)C2)NC([C@H](NS(=O)(=O)C2=C(C=C(C(=C2)OC)Br)Br)C2CCCCC2)=O (R)-N-(bicyclo[1.1.1]pentan-1-yl)-2-cyclohexyl-2-((2,4-dibromo-5-methoxyphenyl)sulfonamido)acetamide